methyl (1S,4R)-4-(benzyloxy)cyclopent-2-ene-1-carboxylate C(C1=CC=CC=C1)O[C@H]1C=C[C@H](C1)C(=O)OC